2-(4-bromo-2,6-dimethoxyphenyl)-5-ethyl-1,3,4-oxadiazole BrC1=CC(=C(C(=C1)OC)C=1OC(=NN1)CC)OC